Cl.N=C1C=CC(C=C1)=C(C1=CC=C(N)C=C1)C1=CC=C(N)C=C1 4,4'-(4-iminocyclohexa-2,5-dienylidenemethylene)dianiline hydrochloride